C1(CC1)N1C(C(=CC(=C1)C=O)C(=O)NC1=NC(=CC(=C1)C1=C(C=C(C=C1)F)C(=O)N1CC(C1)(F)F)OC(C)C)=O 1-cyclopropyl-N-[4-[2-(3,3-difluoroazetidine-1-carbonyl)-4-fluorophenyl]-6-propan-2-yloxypyridin-2-yl]-5-formyl-2-oxopyridine-3-carboxamide